N-[(2R)-1,4-dioxan-2-ylmethyl]-8-methyl-2-[phenyl-(2H2)methyl]-4,5-dihydro-2H-furo[2,3-g]indazole-7-carboxamide O1[C@@H](COCC1)CNC(=O)C1=C(C2=C(CCC3=CN(N=C23)C([2H])([2H])C2=CC=CC=C2)O1)C